C1(CC1)[C@H](C)N1C=NC(=C1)C(=O)O 1-[(1S)-1-cyclopropylethyl]-1H-imidazole-4-carboxylic acid